N-(4-{4-[3-(2,5-difluorobenzenesulfonylamino)-2-fluorophenyl]-2-piperidin-3-yl-thiazol-5-yl}-pyrimidin-2-yl)-acetamide trifluoroacetate FC(C(=O)O)(F)F.FC1=C(C=C(C=C1)F)S(=O)(=O)NC=1C(=C(C=CC1)C=1N=C(SC1C1=NC(=NC=C1)NC(C)=O)C1CNCCC1)F